(S)-4-(4-(2-fluoroethyl)-1-((5-methoxy-7-methyl-1H-indol-4-yl)methyl)piperazin-2-yl)benzoic acid FCCN1C[C@@H](N(CC1)CC1=C2C=CNC2=C(C=C1OC)C)C1=CC=C(C(=O)O)C=C1